CC/C=C/CCCCCCCCCC(=O)SCCNC(=O)CCNC(=O)[C@@H](C(C)(C)COP(=O)(O)OP(=O)(O)OC[C@@H]1[C@H]([C@H]([C@@H](O1)N2C=NC3=C(N=CN=C32)N)O)OP(=O)(O)O)O The molecule is a Delta(11)-acyl-CoA having trans-tetradec-11-enoyl as the S-acyl group. It is a Delta(11)-fatty acyl-CoA and a monounsaturated fatty acyl-CoA. It derives from a coenzyme A and a trans-11-tetradecenoic acid. It is a conjugate acid of a trans-tetradec-11-enoyl-CoA(4-).